O[C@@H]1C[C@H](N(C1)C(=O)OC(C)(C)C)C(N[C@@H](CO)C1=CC=C(C=C1)C1=NC=CN=C1)=O tert-butyl (2S,4R)-4-hydroxy-2-[[(1R)-2-hydroxy-1-(4-pyrazin-2-ylphenyl)ethyl]carbamoyl]pyrrolidine-1-carboxylate